CC1=C(OC2=NC(=NC=C2)NC2=CC=C(C#N)C=C2)C(=CC(=C1)COC1=CC=CC=C1)C 4-((4-(2,6-dimethyl-4-(phenoxymethyl)phenoxy)pyrimidin-2-yl)amino)benzonitrile